tert-Butyl (S)-3-((4-((3-chloro-2-fluoro-4-(1-methylcyclobutoxy)phenyl)amino)pyrido[3,2-d]pyrimidin-6-yl)oxy)pyrrolidine-1-carboxylate ClC=1C(=C(C=CC1OC1(CCC1)C)NC=1C2=C(N=CN1)C=CC(=N2)O[C@@H]2CN(CC2)C(=O)OC(C)(C)C)F